FC(C=1N(C=C(N1)C(C)N)COCC[Si](C)(C)C)(F)F 1-[2-(trifluoromethyl)-1-(2-trimethylsilylethoxymethyl)imidazol-4-yl]ethanamine